tert-butyl N-[2-fluoro-4-(trifluoromethoxy)phenyl]carbamate FC1=C(C=CC(=C1)OC(F)(F)F)NC(OC(C)(C)C)=O